4-(6-Isopropyl-2-(isopropyl(propyl)amino)pyrimidine-4-carboxamido)-2-methylbenzoic acid C(C)(C)C1=CC(=NC(=N1)N(CCC)C(C)C)C(=O)NC1=CC(=C(C(=O)O)C=C1)C